2-(3-Chlorophenyl)-2-methyl-1-phenylpropyl ((2S)-1-(((2S)-4-(cyclopropylamino)-3-hydroxy-4-oxo-1-((S)-2-oxopyrrolidin-3-yl)butan-2-yl)amino)-4-methyl-1-oxopentan-2-yl)carbamate C1(CC1)NC(C([C@H](C[C@H]1C(NCC1)=O)NC([C@H](CC(C)C)NC(OC(C(C)(C)C1=CC(=CC=C1)Cl)C1=CC=CC=C1)=O)=O)O)=O